(2R)-1,4-bis[2-(4-chloro-3-fluorophenoxy)acetamido]bicyclo[2.2.2]octan-2-yl (methylamino)acetate CNCC(=O)O[C@H]1C2(CCC(C1)(CC2)NC(COC2=CC(=C(C=C2)Cl)F)=O)NC(COC2=CC(=C(C=C2)Cl)F)=O